NC=1C2=C(N=CN1)N(C=C2)[C@@H]2O[C@@H]([C@H]([C@H]2O)O)C (2R,3R,4S,5R)-2-(4-aminopyrrolo[2,3-d]pyrimidin-7-yl)-5-methyloxolane-3,4-diol